C[C@@]12CCC[C@@]3([C@@H]1[C@@H]([C@]45[C@H]3CC[C@H](C4)C(=C)C5)C(=O)OC)OC2=O The molecule is a gibberellin ester that is the methyl ester of gibberellin A9. It is a gibberellin ester, a lactone and a methyl ester. It derives from a gibberellin A9.